N-(3-chloro-4-methylphenyl)-2-(2,6-dinitro-4-(trifluoromethyl)phenyl)hydrazine-1-carbothioamide ClC=1C=C(C=CC1C)NC(=S)NNC1=C(C=C(C=C1[N+](=O)[O-])C(F)(F)F)[N+](=O)[O-]